4-[4-(3,5-dimethyl-1,2-oxazol-4-yl)benzenesulfonyl]piperazin CC1=NOC(=C1C1=CC=C(C=C1)S(=O)(=O)N1CCNCC1)C